S1(C=C(C=C1)C(=O)[O-])(=O)=O thiophene-3-carboxylate-1,1-dioxide